ClC=1C=C(CN(C(N[C@H](C(=O)N[C@H](CO)CCC(=O)N2CCOC3=C(C2)C=CC=C3)CC3CCCCC3)=O)C)C=CC1 (S)-2-(3-(3-Chlorobenzyl)-3-methylureido)-3-cyclohexyl-N-((S)-5-(2,3-dihydrobenzo[f][1,4]oxazepin-4(5H)-yl)-1-hydroxy-5-oxopentan-2-yl)propanamide